C(#N)C1=C(C=CC=C1NC(=O)C=1SC=2CNCCC2N1)C1=C(C(=CC=C1)C#N)F N-(2,3'-Dicyano-2'-fluorobiphenyl-3-yl)-4,5,6,7-tetrahydro[1,3]thiazolo[5,4-c]pyridin-2-carboxamid